tetrahydro-2H-pyrane-4-carboxylic acid O1CCC(CC1)C(=O)O